[H-].[Ti+2].[H-] titanium(II) hydride